Cl.N1C(NC(CC1=O)=O)=O hexahydropyrimidine-2,4,6-trione hydrogen chloride